ClC=1C=C(C=CC1)C=1N(C2=NC(=NC(=C2N1)N)N)CC (3-chlorophenyl)-9-ethyl-9H-purine-2,6-diamine